C(C)(C)(C)OC(=O)N1CCN(CC1)C1=CC=C(C=C1)NC1=NC=NC(=C1)NC 4-(4-((6-(Methylamino)pyrimidin-4-yl)amino)phenyl)piperazine-1-carboxylic acid tert-butyl ester